BrC1=C(C=C(C=C1)[C@H](C(=O)OC(C)(C)C)NC([C@H]([C@@H](CC1=CC=CC=C1)NC(=O)OC(C)(C)C)O)=O)OC(F)(F)F (R)-tert-butyl 2-(4-bromo-3-(trifluoromethoxy)phenyl)-2-((2S,3R)-3-((tert-butoxycarbonyl)amino)-2-hydroxy-4-phenylbutanamido)acetate